FC(CN1N=CC(=C1)[N+](=O)[O-])(C)F 1-(2,2-difluoropropyl)-4-nitro-1H-pyrazole